C(C1=CC=CC=C1)OC[C@H](C)O[C@@H]1[C@H](C[C@@H](OC1)C(=O)N1[C@H](C2=CC=CC=C2CC1)C1=CC=C(C=C1)F)NS(=O)(=O)C1=CC=C(C=C1)C N-((2R,4S,5R)-5-(((S)-1-(benzyloxy)propan-2-yl)oxy)-2-((S)-1-(4-fluorophenyl)-1,2,3,4-tetrahydroisoquinoline-2-carbonyl)tetrahydro-2H-pyran-4-yl)-4-methylbenzenesulfonamide